sarcosyl dodecyl sulfate S(=O)(=O)(OC(CNC)=O)OCCCCCCCCCCCC